3-(6-(4-(2-aminoethyl)piperidin-1-yl)-2-oxobenzo[cd]indol-1(2H)-yl)piperidine-2,6-dione NCCC1CCN(CC1)C=1C=2C3=C(C(N(C3=CC1)C1C(NC(CC1)=O)=O)=O)C=CC2